3-(2-fluoro-4-pyridinyl)-6-methyl-imidazo[1,2-b]pyridazine FC1=NC=CC(=C1)C1=CN=C2N1N=C(C=C2)C